ClC1=C(CN2C(C=3N(CC2)N=CC3CF)=O)C=CC=C1 5-(2-Chlorobenzyl)-3-fluoromethyl-4-oxo-4,5,6,7-tetrahydropyrazolo[1,5-a]pyrazine